5-chloro-N-(methyl-d3)-3-nitropyrazolo[1,5-a]pyrimidin-7-amine ClC1=NC=2N(C(=C1)NC([2H])([2H])[2H])N=CC2[N+](=O)[O-]